C(C)(=O)[O-].C(C)[Sn+3].C(C)(=O)[O-].C(C)(=O)[O-] ethyltin acetate